ClC1=CC(=C2C(=N1)N(C=N2)CCN(C(OC(C)(C)C)=O)C)Cl tert-butyl (2-(5,7-dichloro-3H-imidazo[4,5-b]pyridin-3-yl)ethyl)(methyl)carbamate